N1=CC(=CC=C1)[C@@H](C)OC=1C(=NC=C(C1)B1OC(C(O1)(C)C)(C)C)N 3-[(1R)-1-(pyridin-3-yl)ethoxy]-5-(4,4,5,5-tetramethyl-1,3,2-dioxaborolan-2-yl)pyridin-2-amine